4-(3-(trifluoromethyl)azetidin-1-yl)aniline FC(C1CN(C1)C1=CC=C(N)C=C1)(F)F